diphenyl-4-(phenylthio)phenyl-sulfonium C1(=CC=CC=C1)[S+](C1=CC=C(C=C1)SC1=CC=CC=C1)C1=CC=CC=C1